6-isopropoxy-N-(6-methoxypyrazolo[1,5-a]pyrimidin-3-yl)-2-((1R,4R)-1-methyl-2-oxabicyclo[2.2.1]heptan-4-yl)-2H-indazole-5-carboxamide C(C)(C)OC=1C(=CC2=CN(N=C2C1)[C@]12CO[C@](CC1)(C2)C)C(=O)NC=2C=NN1C2N=CC(=C1)OC